O([C@@H]1[C@H](O)[C@@H](O)[C@H](O)[C@H](O1)CO)C1[C@H](O)[C@@H](O)[C@H](O)[C@H](O1)CO D-glucopyranosyl-(1→1) α-Dg-glucopyranoside